4-(3-chlorophenoxy)-2-cyclopentyl-N-(4-(methylsulfonyl)but-3-en-2-yl)pyrimidine-5-carboxamide ClC=1C=C(OC2=NC(=NC=C2C(=O)NC(C)C=CS(=O)(=O)C)C2CCCC2)C=CC1